ethyl 2-({2-chloro-5H,6H,7H-cyclopenta[d]pyrimidin-4-yl}amino)-2-methylpropanoate ClC=1N=C(C2=C(N1)CCC2)NC(C(=O)OCC)(C)C